di(p-tolyl)iodonium triflate [O-]S(=O)(=O)C(F)(F)F.C1(=CC=C(C=C1)[I+]C1=CC=C(C=C1)C)C